The molecule is a member of the class of ethanolamines that is catechol in which the hydrogen at position 4 is replaced by a 2-(tert-butylamino)-1-hydroxyethyl group. It has a role as a beta-adrenergic agonist, an anti-asthmatic drug and a bronchodilator agent. It is a member of catechols, a secondary amino compound, a secondary alcohol, a triol and a member of ethanolamines. CC(C)(C)NCC(C1=CC(=C(C=C1)O)O)O